5-FLUORO-2,3-DIMETHOXYPHENYLBORONIC ACID FC=1C=C(C(=C(C1)B(O)O)OC)OC